Methyl 3-(1,4-dimethyl-1H-benzo[d][1,2,3]triazol-5-yl)-3-(3-(((R)-2-ethyl-2,3-dihydro-[1,4]oxazepino[6,7-H]quinolin-4(5H)-yl) methyl)-4-methylphenyl)-2,2-dimethylpropionate CN1N=NC2=C1C=CC(=C2C)C(C(C(=O)OC)(C)C)C2=CC(=C(C=C2)C)CN2C[C@H](OC1=C(C=CC=3C=CC=NC13)C2)CC